FC(COS(=O)(=O)C)(COC1=C(C(=C(C=C1)C1=NNC(CC1C)=O)OCOC)C)F Methanesulfonic acid 2,2-difluoro-3-[3-(methoxymethyloxy)-2-methyl-4-(4-methyl-6-oxo-4,5-dihydro-1H-pyridazin-3-yl) phenoxy]Propyl ester